furan-2-carbaldehyde oxime hydrochloride Cl.O1C(=CC=C1)C=NO